[N+](=O)([O-])C1=CC=C(CN2CC3=CC=CC(=C3CC2)C(CC(=O)O)C2=CC=C(C=C2)[N+](=O)[O-])C=C1 3-(2-(4-nitrobenzyl)-1,2,3,4-tetrahydroisoquinolin-5-yl)-3-(4-nitrophenyl)propanoic acid